1-[2-(trimethoxysilyl)ethyl]-5,5'-nonamethylenebis(1,2,3,4-tetrazole) CO[Si](CCC(CCCCCCCCC1=NN=NN1)C1=NN=NN1)(OC)OC